1-formamido-1,4a-dimethyl-6-methylene-5-((E)-2-(2-oxo-2,5-dihydro furan-3-yl)ethenyl)decahydronaphthalen-2-yl-2-nitrobenzoate C(=O)NC1(C(CCC2(C(C(CCC12)=C)\C=C\C=1C(OCC1)=O)C)OC(C1=C(C=CC=C1)[N+](=O)[O-])=O)C